FC(F)(F)[Cs].[O] oxygen trifluoromethyl-cesium